stearylammonium acetate C(C)(=O)[O-].C(CCCCCCCCCCCCCCCCC)[NH3+]